NC(C)C1C2(C1)C1=C(CN(S2(=O)=O)CCC)C=CC(=C1)Cl 2'-(1-aminoethyl)-7-chloro-3-n-propyl-3,4-dihydrospiro[benzo[d][1,2]thiazine-1,1'-cyclopropane]-2,2-dioxide